4-azidocinnamyl-ethanone N(=[N+]=[N-])C1=CC=C(C=CCC(C)=O)C=C1